4-fluoro-2,3,5,6-tetrafluorobenzoic acid FC1=C(C(=C(C(=O)O)C(=C1F)F)F)F